ClC=1C=CC(=C(C1)[C@@H]1[C@H](C1)C(=O)NC1=NC=NC(=C1)C(O)C=1N=C2N(C=C(C=C2)C2CC2)C1)C#N |r| rac-(1S*,2S*)-2-(5-chloro-2-cyanophenyl)-N-(6-((6-cyclopropylimidazo[1,2-a]pyridin-2-yl)(hydroxy)methyl)pyrimidin-4-yl)cyclopropane-1-carboxamide